[6-(trifluoromethyl)piperidin-3-yl]carbamic acid tert-butyl ester C(C)(C)(C)OC(NC1CNC(CC1)C(F)(F)F)=O